tert-butyl 3-[(Z)-N'-[1-(trifluoromethyl) cyclopropanecarbonyl]oxycarbamimidoyl]azetidine-1-carboxylate FC(C1(CC1)C(=O)O\N=C(/N)\C1CN(C1)C(=O)OC(C)(C)C)(F)F